6-[[5-bromo-2-(3-chloro-2-pyridyl)pyrazole-3-carbonyl]amino]-2,5-dimethyl-1,3-benzoxazole-7-carboxamide BrC=1C=C(N(N1)C1=NC=CC=C1Cl)C(=O)NC1=C(C2=C(N=C(O2)C)C=C1C)C(=O)N